8,8-dimethyl-2-(1-methyl-1H-pyrrole-3-carbonyl)-7-oxo-2-azaspiro[3.5]non-5-ene-6-carbonitrile CC1(C(C(=CC2(CN(C2)C(=O)C2=CN(C=C2)C)C1)C#N)=O)C